OCC(C#N)(C)CO 3-hydroxy-2-(hydroxymethyl)-2-methylpropionitrile